tert-Butyl {4-[(1S)-1-aminoethyl]bicyclo[2.2.1]heptan-1-yl}carbamate N[C@@H](C)C12CCC(CC1)(C2)NC(OC(C)(C)C)=O